ClC=1C(=C(N(N1)COCC[Si](C)(C)C)C=1C(=NC=C(C1)N1CCOCC1)N)[N+](=O)[O-] 3-[5-chloro-4-nitro-2-(2-trimethylsilylethoxymethyl)pyrazol-3-yl]-5-morpholino-pyridin-2-amine